BrC1=CC=C(C=C1)N1N=C(C(=N1)[C@@H]1O[C@H](C(N1CCC1=CC2=CC(N=C2C=C1)=O)=O)C)C1=CC=C(C=C1)F (2S,5S)-2-(2-(4-bromophenyl)-5-(4-fluorophenyl)-2H-1,2,3-triazol-4-yl)-5-methyl-3-(2-(2-oxoindol-5-yl)ethyl)oxazolidin-4-one